C(=O)(OC(C)(C)C)N1CCC(CC1)C(=O)O N-BOC-4-piperidinic acid